C(C)(C)(C)OC(=O)N1C[C@H](O[C@@H](C1)C=O)C1=CC(=NC(=C1)Cl)Br.CNC(=O)C1=NC=NC=C1 N-methylpyrimidine-4-carboxamide trans-tert-butyl-2-(2-bromo-6-chloropyridin-4-yl)-6-formylmorpholine-4-carboxylate